C(C)OC[SiH](OC)OC Ethoxymethyldimethoxysilane